C1(CCCC1)CC(=O)NC=1N=NN(C1)CCCCN1N=NC(=C1)C(=O)NCC1=NC=CC=C1 1-{4-[4-(2-cyclopentylacetamido)-1H-1,2,3-triazol-1-yl]butyl}-N-(pyridin-2-ylmethyl)-1H-1,2,3-triazole-4-carboxamide